(S)-2-(4-bromo-3-fluorobenzyl)-1-(oxetan-2-ylmethyl)-1H-benzo[d]imidazole-6-carboxylic acid methyl ester COC(=O)C=1C=CC2=C(N(C(=N2)CC2=CC(=C(C=C2)Br)F)C[C@H]2OCC2)C1